C1(=CC=CC=C1)CCC[NH-] N-(3-phenylpropyl)amide